C(C)(=O)OC[C@H]1O[C@H]([C@H]([C@@H]([C@@H]1CC(=O)O)CC(=O)O)CC(=O)O)OC1=CC(=CC=C1)N1C(=NC2=CC=C(C=C2C1=O)F)C (2S,3S,4R,5S,6S)-2-(acetoxymethyl)-6-(3-(6-fluoro-2-methyl-4-oxoquinazolin-3(4H)-yl)phenoxy)tetrahydro-2H-pyran-3,4,5-triacetic acid